CC1=C(C2=C(NC=N2)C=C1C)[C@@H]1CCC=2C(=NC=NC2C1)N1CCN(CC1)C(C=C)=O 1-[4-[(7R)-7-(5,6-dimethyl-1H-benzoimidazol-4-yl)-5,6,7,8-tetrahydroquinazolin-4-yl]piperazin-1-yl]prop-2-en-1-one